BrC=1C=CC(=C(C1)CNC(=O)[C@H]1N(C[C@@H](C1)O)C([C@H](C(C)(C)C)N1N=NC(=C1)C1CC1)=O)Cl (2S,4r)-N-[(5-bromo-2-chloro-phenyl)methyl]-1-[(2S)-2-(4-cyclopropyltriazol-1-yl)-3,3-dimethyl-butyryl]-4-hydroxy-pyrrolidine-2-carboxamide